tert-butyl 4-((2-(5-(2-(tert-butoxy)-2-oxoethyl)-2,5-diazabicyclo[2.2.1]hept-2-yl)-4-(trifluoromethyl) benzyl) amino)-4-methylpiperidine-1-carboxylate C(C)(C)(C)OC(CN1C2CN(C(C1)C2)C2=C(CNC1(CCN(CC1)C(=O)OC(C)(C)C)C)C=CC(=C2)C(F)(F)F)=O